C(C=C)(=O)N1C[C@@H](CCC1)C1=C2C3=C(NC2=C(C=C1F)C(=O)N)CCCCC3 (S)-1-(1-acryloylpiperidin-3-yl)-2-fluoro-5,6,7,8,9,10-hexahydrocyclohepta[b]indole-4-carboxamide